C(C)(=O)C1=CC=C(C=C1)N1CN2N(CC=C3C2C=2C=CC(=CC2OC3(C)C)N3CCOCC3)C1 2-(4-acetylphenyl)-7,7-dimethyl-10-morpholino-5,12b-dihydro-1H,7H-chromeno[4,3-c][1,2,4]triazolo[1,2-a]Pyridazine